3-{2-ethyl-4-[(7-methoxy-4-quinazolinyl)oxy]phenyl}-4-hydroxy-1-[3-(trifluoromethyl)phenyl]-2-imidazolidinone C(C)C1=C(C=CC(=C1)OC1=NC=NC2=CC(=CC=C12)OC)N1C(N(CC1O)C1=CC(=CC=C1)C(F)(F)F)=O